FC1=CC(=C(C=C1)C1=CC(=NC=C1)NC(=O)NCCCNCCOC)OC 1-(4-(4-fluoro-2-methoxyphenyl)pyridin-2-yl)-3-(3-((2-methoxyethyl)amino)propyl)urea